S(OC1=CC=C(C=C1)OCC1=C(C=C(C=C1F)N1C(=NN=C1)C)F)(=O)(=O)F 4-((2,6-difluoro-4-(3-methyl-4H-1,2,4-triazol-4-yl)benzyl)oxy)phenyl sulfurofluoridate